2-[2-[2-[2-[2-(3-amino-2-fluoro-propoxy)ethoxy]ethoxy]ethoxy]ethoxyl ethoxy]acetate NCC(COCCOCCOCCOCCOCCOCC(=O)[O-])F